Tert-Butyl (2-(2-chloroacetamido)ethyl)carbamate ClCC(=O)NCCNC(OC(C)(C)C)=O